6-(((2-(4-Cyclopropyl-6-methoxypyrimidin-5-yl)furo[3,2-d]pyrimidin-4-yl)amino)methyl)-2-isopropyl-3,4-dihydroisoquinolin-1(2H)-one C1(CC1)C1=NC=NC(=C1C=1N=C(C2=C(N1)C=CO2)NCC=2C=C1CCN(C(C1=CC2)=O)C(C)C)OC